3-(5-(((1R,2S)-2-((2-methoxycyclopentyl)amino)cyclohexyl)oxy)-1-oxoisoindolin-2-yl)piperidine-2,6-dione COC1C(CCC1)N[C@@H]1[C@@H](CCCC1)OC=1C=C2CN(C(C2=CC1)=O)C1C(NC(CC1)=O)=O